C(C)(C)(C)OC(=O)N1C(CC(C(C1)CCF)=O)=O.CN(CC=O)C 2-(Dimethylamino)ethan-1-one tert-butyl-5-(2-fluoroethyl)-2,4-dioxopiperidine-1-carboxylate